4-((2,2-diethoxy ethyl)(2-methylbutyl)amino)-4-oxobutanoate C(C)OC(CN(C(CCC(=O)[O-])=O)CC(CC)C)OCC